5,7-dimethoxy-4-oxo-2-(3,4,5-trimethoxyphenyl)-4H-chromene COC1=C2C(C=C(OC2=CC(=C1)OC)C1=CC(=C(C(=C1)OC)OC)OC)=O